C(C(=C)C)(=O)OC1=CC(=CC=C1)P(=O)(C(C1=C(C=C(C=C1C)C)C)=O)C(C1=C(C=C(C=C1C)C)C)=O 3-(bis(2,4,6-trimethylbenzoyl)phosphoryl)phenyl methacrylate